Cl.Cl.ClC1=C(C=CC=C1Cl)N1CCC(CC1)CN[C@@H]1CC2=C(N=C(S2)N)CC1 (S)-N6-((1-(2,3-dichlorophenyl)piperidin-4-yl)methyl)-4,5,6,7-tetrahydrobenzo[d]thiazole-2,6-diamine dihydrochloride